3-(2,6-di(benzyloxy)pyridin-3-yl)-7-(4-(dimethoxymethyl)piperidin-1-yl)-1-methyl-1H-indazole C(C1=CC=CC=C1)OC1=NC(=CC=C1C1=NN(C2=C(C=CC=C12)N1CCC(CC1)C(OC)OC)C)OCC1=CC=CC=C1